(8R,9S,13S,14S,17R)-17-(3-aminopropyl)-3-((tert-butyldimethylsilyl)oxy)-13-methyl-7,8,9,11,12,13,14,15,16,17-decahydro-6H-cyclopenta[a]phenanthren-17-ol NCCC[C@@]1(CC[C@H]2[C@@H]3CCC=4C=C(C=CC4[C@H]3CC[C@]12C)O[Si](C)(C)C(C)(C)C)O